ClC1=C(C(=O)NC2=C(C=CC=C2)C2=CC=C(C=C2)Cl)C=CC=N1 2-chloro-N-(4'-chlorobiphenyl-2-yl)nicotinamide